COC([C@H](C[C@H]1C(NCC1)=O)NC(=O)[C@H]1NCC(C1)(C)C)=O (S)-methyl-2-((S)-4,4-dimethylpyrrolidine-2-carboxamido)-3-((S)-2-oxopyrrolidin-3-yl)propanoate